ClC=1C=C(C=CC1)NC(=O)NC1=CC(=CC=C1)SC 1-(3-chlorophenyl)-3-(3-methylsulfanylphenyl)urea